C1(CC1)C1=C(C2=C(N=C(N=C2)NC=2C=NC(=CC2)N2CCN(CC2)C)N1C1=CC=CC(=N1)N=S(=O)(C)C)F ((6-(6-cyclopropyl-5-fluoro-2-((6-(4-methylpiperazin-1-yl)pyridin-3-yl)amino)-7H-pyrrolo[2,3-d]pyrimidin-7-yl)pyridin-2-yl)imino)dimethyl-λ6-sulfanone